NC1(CCN(CC1)C([C@@H](CCCCN)NC([C@@H](CC(C)C)NC([C@@H](CC1=CC=CC=C1)NC(N(C)CC1=CC=CC=C1)=O)=O)=O)=O)C(=O)OC Methyl 4-amino-1-[(2R)-6-amino-2-[(2R)-2-[(2R)-2-{[benzyl(methyl)carbamoyl]amino}-3-phenylpropionylamino]-4-methylpentanoylamino]hexanoyl]piperidine-4-carboxylate